COC(C1CCN(CC1)C1=CC=C(C=C1)[C@H]1C=2C=CC(=CC2CC[C@@]1(C1=CC=CC=C1)C)O)OC (5R,6S)-5-(4-(4-(dimethoxymethyl)piperidin-1-yl)phenyl)-6-methyl-6-phenyl-5,6,7,8-tetrahydronaphthalen-2-ol